ethyl 2-(3,4-dichlorophenyl)-1-ethyl-6-[[5-(2-methoxyethoxy)-3-(trifluoromethyl) pyrazol-1-yl] methyl]-4-oxo-pyridine-3-carboxylate ClC=1C=C(C=CC1Cl)C=1N(C(=CC(C1C(=O)OCC)=O)CN1N=C(C=C1OCCOC)C(F)(F)F)CC